rac-(3r,6s,7s,8as)-6-(4-fluorophenyl)-2,3,7-trimethyl-1,4-dioxooctahydropyrrolo[1,2-a]pyrazine-7-carboxylic acid tert-butyl ester C(C)(C)(C)OC(=O)[C@]1(C[C@@H]2N(C([C@H](N(C2=O)C)C)=O)[C@H]1C1=CC=C(C=C1)F)C |r|